1-(4-(3-amino-2-chloro-6-methylpyridin-4-yl)-2-chlorophenyl)-3-methyl-1,3-dihydro-2H-imidazol-2-one NC=1C(=NC(=CC1C1=CC(=C(C=C1)N1C(N(C=C1)C)=O)Cl)C)Cl